FC(OC1=NC(=CC=C1NC(=O)C1(CNC1)C1=C(C=CC=C1)C(C)C)C)F N-(2-(difluoromethoxy)-6-methylpyridin-3-yl)-3-(2-isopropylphenyl)azetidine-3-carboxamide